tert-butyl (2-((4-(3-((4R,Z)-9-amino-4-((4-hydroxybenzyl)carbamoyl)-2,11,16-trioxo-1-phenyl-3,8,10,12,15-pentaazaoctadec-9-en-1-yl)phenoxy)butyl)amino)-2-oxoethyl)carbamate N/C(/NCCC[C@@H](NC(C(C1=CC=CC=C1)C=1C=C(OCCCCNC(CNC(OC(C)(C)C)=O)=O)C=CC1)=O)C(NCC1=CC=C(C=C1)O)=O)=N/C(NCCNC(CC)=O)=O